N(=C=O)C1(CCC(CC1)C(C)(C)N=C=O)C 1,8-diisocyanato-menthane